(S)-6-((5-bromo-3-methyl-1-oxoisoindolin-2-yl)methyl)benzo[d]oxazol-2(3H)-one BrC=1C=C2[C@@H](N(C(C2=CC1)=O)CC1=CC2=C(NC(O2)=O)C=C1)C